(10S,13S,16R,17S)-17-(2-hydroxyacetyl)-10,13,16,17-tetramethyl-6,7,8,10,12,13,14,15,16,17-decahydro-1H-cyclopenta[a]phenanthren-3(2H)-one OCC(=O)[C@]1([C@@H](CC2C3CCC4=CC(CC[C@@]4(C3=CC[C@]12C)C)=O)C)C